[Si]([O-])([O-])([O-])[O-].[P+3].[Mg+2] Magnesium phosphorus silicate